FC1=C(C=C(C=C1)NC(=O)[C@H]1N(CCC1)C1=NC(=CC(=C1)C(F)(F)F)C)C (S)-N-(4-fluoro-3-methylphenyl)-1-(6-methyl-4-(trifluoromethyl)pyridin-2-yl)pyrrolidine-2-carboxamide